[N+](=O)([O-])C1=CC=C(C=C1)OB(O)O 4-nitrophenyl-boric acid